COC=1C=C(C=CC(=O)N)C=C(C1OC)OC 3,4,5-trimethoxycinnamamide